1-(2,2-difluoroethyl)-6-(2-(2-(2,2,2-trifluoroethoxy)pyrimidin-4-yl)-2,6-diazaspiro[3.4]octan-6-yl)-1H-pyrazolo[3,4-b]pyrazine FC(CN1N=CC=2C1=NC(=CN2)N2CC1(CN(C1)C1=NC(=NC=C1)OCC(F)(F)F)CC2)F